CC1=NC(=CC=C1O[C@@H]1C[C@H](CCC1)C(=O)OC(C)C)C=1N=NN(C1COC(=O)OC1=CC=C(C=C1)[N+](=O)[O-])C isopropyl (1S,3S)-3-((2-methyl-6-(1-methyl-5-((((4-nitrophenoxy)carbonyl)oxy)methyl)-1H-1,2,3-triazol-4-yl)pyridin-3-yl)oxy)cyclohexane-1-carboxylate